3-mercapto-N-(3,6,9,12,15-pentoxaoctadeca-17-enyl)propanamide SCCC(=O)NCCOCCOCCOCCOCCOCC=C